C(C)[C@@](C(=O)N)([C@@H](C1CC1)C=1C=C(C=C(C1F)C)C1=C(C=C(C=C1C)C)C)N1N=C(C(=CC1=O)C)CCN1CC(C1)F Ethyl-(S)-3-(4-fluoro-2',4',5,6'-tetramethyl-[1,1'-biphenyl]-3-yl)-((S)-3-cyclopropyl-2-(3-(2-(3-fluoroazetidin-1-yl)ethyl)-4-methyl-6-oxopyridazin-1(6H)-yl)propionamide)